S1C(=CC=C1B(O)O)B(O)O Thiophene-2,5-diboronic acid